(3R,4S)-3-cyclopropyl-1-[6-(1,5-dimethylpyrazol-4-yl)-3-fluoropyrazolo[1,5-a]pyrazin-4-yl]-4-methyl-2-oxopyrrolidine-3-carbonitrile C1(CC1)[C@]1(C(N(C[C@H]1C)C=1C=2N(C=C(N1)C=1C=NN(C1C)C)N=CC2F)=O)C#N